COC(=O)C1=NC=C(N=C1N1CCC2(CC1)OC1=C([C@H]2NS(=O)(=O)C(C)(C)C)C=CC=C1)N 5-amino-3-((R)-3-((R)-1,1-dimethylethylsulfonamido)-3H-spiro[benzofuran-2,4'-piperidine]-1'-yl)pyrazine-2-carboxylic acid methyl ester